C(C)(=O)CC(=O)O.[Cr](=O)(=O)(O)O chromic ACID ACETYL-ACETATE